N-propyl-6H-thieno[3,2-b]Azepine-7-carboxamide C(CC)NC(=O)C1=CC2=C(N=CC1)C=CS2